N-methyl-5-(1-phenyl-1H-1,2,3-triazol-4-yl)isoxazole-3-carboxamide CNC(=O)C1=NOC(=C1)C=1N=NN(C1)C1=CC=CC=C1